CN(C1=NC=CC(=C1)C1=NC(=C(C(=N1)SC1=CC=C(C=C1)C)C(F)(F)F)OC)C 2-(2-dimethylamino-4-pyridyl)-6-methoxy-4-[(4-methylphenyl)thio]-5-trifluoromethylpyrimidine